CC1=C(C(=CC=C1)C)C1=NC(=NC(=C1)OC1=C(C=CC=C1)F)N(S(=O)(=O)C=1C=NN(C1)C)C N-[4-(2,6-dimethylphenyl)-6-(2-fluorophenoxy)pyrimidin-2-yl]-N,1-dimethyl-1H-pyrazole-4-sulfonamide